(S)-N-(4-(4-amino-1-methyl-7-(1-(tetrahydro-2H-pyran-4-yl)-1H-pyrazol-4-yl)-1H-pyrazolo[4,3-c]pyridin-3-yl)-2-(1-(4-fluorophenyl)ethoxy)phenyl)-2,2,2-trifluoroethane-1-sulfonamide NC1=NC=C(C2=C1C(=NN2C)C2=CC(=C(C=C2)NS(=O)(=O)CC(F)(F)F)O[C@@H](C)C2=CC=C(C=C2)F)C=2C=NN(C2)C2CCOCC2